6-anthraquinonedisulfonic acid sodium salt [Na+].C1=C(C=CC=2C(C3=CC(=CC=C3C(C12)=O)S(=O)(=O)[O-])=O)S(=O)(=O)[O-].[Na+]